1-undecyl-2-methylpiperidinium fluoride salt [F-].C(CCCCCCCCCC)[NH+]1C(CCCC1)C